CC1=CC=C(C2=CC=CC=C12)C=1C=C(C=CC1)B(O)O (3-(4-methylnaphthalen-1-yl)phenyl)boronic acid